N[C@H](C(=O)O)CNC(=O)NC[C@H]1CNCC1 (S)-2-amino-3-(3-(((R)-pyrrolidin-3-yl)methyl)ureido)propanoic acid